COC1CC(C1)OC1=CC(=NC(=C1)S(=O)(=O)C)NC1=CC(=NC=C1C1=NN(C=C1)C)NC(C)=O N-(4-((4-(3-methoxycyclobutoxy)-6-(methylsulfonyl)pyridin-2-yl)amino)-5-(1-methyl-1H-pyrazol-3-yl)pyridin-2-yl)acetamide